C(C)(C)(C)OC(=O)N1C[C@@H]2[C@H](C1)CC(C2)N2[C@@H](CCC2)C(=O)OC (3aR,6aS)-5-((S)-2-(methoxycarbonyl)pyrrolidin-1-yl)hexahydrocyclopenta[c]pyrrole-2(1H)-carboxylic acid tert-butyl ester